FC1=C(C=C2C(N(C(=NC2=C1[C@@H](C)NC1=C(C=CC=C1)S(=O)(=O)C)N1CCOCC1)C)=O)C 7-Fluoro-3,6-dimethyl-8-[(1R)-1-(2-methylsulfonylanilino)ethyl]-2-morpholinoquinazolin-4-one